(S)-3,4-dichloro-2-(3-(hydroxymethyl)-6,7-dihydro-5H-pyrrolo[2,1-c][1,2,4]triazol-6-yl)phenol ClC=1C(=C(C=CC1Cl)O)[C@@H]1CC2=NN=C(N2C1)CO